rac-ethyl 8-methoxy-5-methyl-4,5-dihydronaphtho[2,1-d]isoxazole-3-carboxylate COC1=CC=C2[C@@H](CC=3C(=NOC3C2=C1)C(=O)OCC)C |r|